C(C)OCCN(CCC(C(=O)O)NC(CC(F)(F)F)=O)CCCCC1=NC=2NCCCC2C=C1 4-[2-ethoxyethyl-[4-(5,6,7,8-tetrahydro-1,8-naphthyridin-2-yl)butyl]amino]-2-[3,3,3-tris(fluoranyl)propanoylamino]butanoic acid